C(C(C)C)C=1C=CC(=C(C1)N1CCN(CC1)CC=1N=C2N(C(C1)=O)N(C=C2)C)C=2N=NNN2 5-[[4-[5-isobutyl-2-(2H-tetrazol-5-yl)-phenyl]piperazin-1-yl]methyl]-1-methyl-pyrazolo-[1,5-a]pyrimidin-7-one